ClC1=CC=C(C=C1)C(C1=NC=CC=C1)OC1CCNCC1 2-[(4-chlorophenyl)(4-piperidinyloxy)methyl]pyridine